C(=CC)N1CCN(CC1)CCCC=1C2=C(N=C(N1)NC)NC(C(=C2)C2=C(C(=CC(=C2Cl)OC)OC)Cl)=O (3-(4-propenylpiperazin-1-yl)propyl)-6-(2,6-dichloro-3,5-dimethoxyphenyl)-2-(methylamino)pyrido[2,3-d]pyrimidin-7(8H)-one